C1(CC1)N1C(CN(CC1)C1=CC=C2C=NC(=NC2=C1)NC1=C(C=C2CCN(CC2=C1)C)OC)=O 1-cyclopropyl-4-{2-[(6-methoxy-2-methyl-1,2,3,4-tetrahydroisoquinolin-7-yl)amino]quinazolin-7-yl}piperazin-2-one